FC1=C(N=C(C2=C1N=C(N=C2N2C[C@@H](CCC2)O)S(=O)(=O)C)OC)C2=CC(=CC1=CC=C(C(=C21)C#C[Si](C(C)C)(C(C)C)C(C)C)F)OCOC (R)-1-(8-fluoro-7-(7-fluoro-3-(methoxymethoxy)-8-((triisopropylsilyl)ethynyl)naphthalen-1-yl)-5-methoxy-2-(methanesulfonyl)pyrido[4,3-d]pyrimidin-4-yl)piperidine-3-ol